CC1=C(C=C(C=C1)NC(NC1=CC=CC=C1)=O)NC(NC(C)C)=O 3-(4-methyl-3-{[(propan-2-yl)carbamoyl]amino}phenyl)-1-phenylurea